O=C1C(=CNC(=C1)C1=CC(=C(C=C1)N1CCCC1)Br)C(=O)O 4-oxo-6-(3-bromo-4-(pyrrolidin-1-yl)phenyl)-1,4-dihydropyridine-3-carboxylic acid